C(=O)(O)CCN1C(N(C(=C1C(C)=O)C(C)=O)C)C(C)=O 1-(2-carboxyethyl)-3-methyltriacetyl-1H-imidazole